1-((1-ethyl-1H-imidazol-5-yl)methyl)-1H-thieno[2,3-d]imidazole-5-carboxylic acid methyl ester COC(=O)C1=CC2=C(N=CN2CC2=CN=CN2CC)S1